2-(6-bromo-4-methyl-1-((2-(trimethylsilyl)ethoxy)methyl)-1H-indazol-3-yl)-3a,4,6,6a-tetrahydropyrrolo[3,4-d]imidazole-5(1H)-carboxylic acid tert-butyl ester C(C)(C)(C)OC(=O)N1CC2NC(=NC2C1)C1=NN(C2=CC(=CC(=C12)C)Br)COCC[Si](C)(C)C